2-chloro-4-(1-methyl-1H-indol-3-yl)pyrimidine-5-carboxylic acid methyl ester COC(=O)C=1C(=NC(=NC1)Cl)C1=CN(C2=CC=CC=C12)C